8,9-bis-thiophenyl-6-ethyl-2,4-dimethyl-pyrimido[4,5-c]isoquinoline-1,3,7,10(2H,4H)-tetraone S1C(=CC=C1)C1=C(C(C=2C3=C(N=C(C2C1=O)CC)N(C(N(C3=O)C)=O)C)=O)C=3SC=CC3